C(C1=CC=CC=C1)(=O)C1=CC2=C(NC(=N2)C2=CC=C(C=C2)NC(=O)C=2OC=CN2)C=C1 Oxazole-2-carboxylic acid [4-(5-benzoyl-1H-benzimidazol-2-yl)-phenyl]-amide